C1(=CC=CC=C1)NC=1C(=CC=CC1)C=1C(=CC=CC1)C1=CC=CC=C1 N-(phenyl)(terphenyl)amine